COC1=CC(=C(C=O)C=C1OC)[Se]C 4,5-dimethoxy-2-(methylseleno)benzaldehyde